6-Amino-N-(2,3-dihydro-1H-inden-2-yl)-4-((3-methoxyphenyl)amino)picolinamide NC1=CC(=CC(=N1)C(=O)NC1CC2=CC=CC=C2C1)NC1=CC(=CC=C1)OC